(R)-(2-bromophenyl)[(tert-butoxycarbonyl)amino]acetic acid BrC1=C(C=CC=C1)[C@H](C(=O)O)NC(=O)OC(C)(C)C